IC1=CC2=C(NC=N2)C=C1 5-iodo-1H-benzo[d]imidazole